FC1(CC(C1)N1N=C(C=CC1=O)C=1C=NN(C1)C1=C(C=C(C=C1)[N+](=O)[O-])F)F 2-(3,3-difluorocyclobutyl)-6-(1-(2-Fluoro-4-nitrophenyl)-1H-pyrazol-4-yl)pyridazin-3(2H)-one